ClC1=NC(=CC(=C1)CN1C[C@H](CCC1)C)C(F)(F)F (S)-2-Chloro-4-((3-methylpiperidin-1-yl)methyl)-6-(trifluoro-methyl)pyridine